methyl 6-((1-((1-hydroxy-3-methoxy-2-methylpropan-2-yl)sulfonyl)cyclopropyl)methyl)-1-methyl-7-oxo-4,5,6,7-tetrahydro-1H-pyrazolo[3,4-c]pyridine-3-carboxylate OCC(COC)(C)S(=O)(=O)C1(CC1)CN1C(C2=C(CC1)C(=NN2C)C(=O)OC)=O